(7R,14R)-1-(difluoromethoxy)-11-[4-(2,4-dimethyl-1H-imidazol-5-yl)phenyl]-6-trideuteromethyl-6,7-dihydro-7,14-methanobenzimidazo[1,2-b][2,5]benzodiazocin-5(14H)-one FC(OC1=CC=CC=2C(N([C@H]3C=4N([C@@H](C21)C3)C3=C(N4)C=CC(=C3)C3=CC=C(C=C3)C3=C(N=C(N3)C)C)C([2H])([2H])[2H])=O)F